5-(2-fluorophenyl)-6,7-dihydro-5H-pyrazolo[5,1-b][1,3]oxazine-2-carboxylic acid FC1=C(C=CC=C1)C1CCN2C(O1)=CC(=N2)C(=O)O